C(C)(C)(C)[S@](=O)N[C@@H](C1CCN(CC1)C(=O)OC(C)(C)C)C1=CC=CC=C1 tert-butyl 4-[(S)-[[(S)-tert-butylsulfinyl]amino]-phenyl-methyl]piperidine-1-carboxylate